[Na+].N1=C(C=CC=C1)CN(CC1=NC=CC=C1)CC1=NC=C(C(=O)NCCSC(CC2=C(C(=O)[O-])C=CC=C2)B(O)O)C=C1 (2-((2-(6-((bis(pyridin-2-ylmethyl)amino)methyl)nicotinamido)ethyl)thio)-2-boronoethyl)benzoic Acid Sodium Salt